COC=1C=C(C=CC1)[C@H]1C[C@@H](CN(C1)CC1=CC=C(C=C1)C(F)(F)F)CC(=O)O 2-((trans)-5-(3-methoxyphenyl)-1-(4-(trifluoromethyl)benzyl)piperidin-3-yl)acetic acid